C1=C(C=CC=C1)S(=O)(=O)O ortho-benzenesulfonic acid